(((4R)-4-((2-(2,6-Dioxopiperidin-3-yl)-1-oxoisoindolin-5-yl)oxy)-3,3-difluoropyrrolidin-1-yl)methyl)quinoline-2-carbonitrile O=C1NC(CCC1N1C(C2=CC=C(C=C2C1)O[C@H]1C(CN(C1)CC=1C(=NC2=CC=CC=C2C1)C#N)(F)F)=O)=O